NC1=C(C2=C(S1)C(=CC=C2C=2C1=C(C=3C=NC(=NC3C2Cl)OC[C@@]23CCCN3CC(C2)=C(F)F)COC1)F)C#N 2-amino-4-((S)-5-chloro-3-(((R)-2-(difluoromethylidene)tetrahydro-1H-pyrrolizin-7a(5H)-yl)methoxy)-7,9-dihydrofuro[3,4-f]quinazolin-6-yl)-7-fluorobenzo[b]thiophene-3-carbonitrile